C(C)(C)(C)C1=NN(C(=C1)NC(CN1N=C(C2=CC=CC=C12)C1C(NC(CC1)=O)=O)=O)C1=CC=CC=C1 N-(3-(Tert-butyl)-1-phenyl-1H-pyrazol-5-yl)-2-(3-(2,6-dioxopiperidin-3-yl)-1H-indazol-1-yl)acetamide